2-(1-(2,6-diisopropylphenylimino)ethyl)-8-hydroxy-5,6,7,8-tetrahydroquinoline C(C)(C)C1=C(C(=CC=C1)C(C)C)N=C(C)C1=NC=2C(CCCC2C=C1)O